7-(4-((2,3-dihydrobenzo[b][1,4]dioxin-6-yl)oxy)piperidin-1-yl)-2-ethyl-8,9-dimethyl-4H-pyrimido[1,2-b]pyridazin-4-one O1C2=C(OCC1)C=C(C=C2)OC2CCN(CC2)C=2C(=C(C=1N(N2)C(C=C(N1)CC)=O)C)C